succinimidyl azide acetate C(C)(=O)O.C1(CCC(N1N=[N+]=[N-])=O)=O